1-((1-(5-(1H-pyrazol-4-yl)pyrimidin-2-yl)piperidin-4-yl)methyl)pyrrolidine-2-one N1N=CC(=C1)C=1C=NC(=NC1)N1CCC(CC1)CN1C(CCC1)=O